CNC([C@H](N(C)C([C@H](N(C)C(\C=C\CC(C)(C)N)=O)CC1=CC2=CC=CC=C2C=C1)=O)CC1=CC=CC=C1)=O N-[5-Amino-5-methyl-2(E)-hexenoyl]-N-methyl-3-(2-naphthyl)-D-alanyl-N-methyl-D-phenylalanine methylamide